2-(8-Formyl-2-oxo-1,2-dihydro-3H-pyrimido[4,5,6-de]quinazolin-3-yl)acetonitrile C(=O)C1=CC=2C3=C(N(C(NC3=C1)=O)CC#N)N=CN2